C1(=CC=CC=C1)S(=O)(=O)O.C(CCCCCCCCCCCCC)(=O)OC methyl myristate benzenesulfonate